ethyl 1-[2-(2-chlorophenyl)-4-(hydroxymethyl)phenyl]sulfonyl-4-fluoro-piperidine-4-carboxylate ClC1=C(C=CC=C1)C1=C(C=CC(=C1)CO)S(=O)(=O)N1CCC(CC1)(C(=O)OCC)F